6-chloro-3-(((R)-1-(3,6-dimethyl-4-oxo-2-((R)-3-(pyrimidin-2-ylamino)pyrrolidin-1-yl)-3,4-dihydroquinazolin-8-yl)ethyl)amino)-N-(methylsulfonyl)picolinamide ClC1=CC=C(C(=N1)C(=O)NS(=O)(=O)C)N[C@H](C)C=1C=C(C=C2C(N(C(=NC12)N1C[C@@H](CC1)NC1=NC=CC=N1)C)=O)C